CN(C/C=C/C(=O)N1CC2=C([C@@H](C1)C1=C(C=CC=C1)C=1C(=NN(C1)C)C(F)(F)F)C=C(S2)C#N)C (S,E)-6-(4-(dimethylamino)but-2-enoyl)-4-(2-(1-methyl-3-(trifluoromethyl)-1H-pyrazol-4-yl)phenyl)-4,5,6,7-tetrahydrothieno[2,3-c]pyridine-2-carbonitrile